FC1=CC=C(C=C1)S(=O)(=O)NC=1C(=NC=C(C1)C=1C=C2C(=NC=NC2=CC1)N1[C@H](CN(CC1)C(\C=C\C(C)=O)=O)C)OC (S,E)-4-fluoro-N-(2-methoxy-5-(4-(2-methyl-4-(4-oxopent-2-enoyl)piperazin-1-yl)quinazolin-6-yl)pyridin-3-yl)benzenesulfonamide